FC1(CN(CC[C@H]1NC1=NN2C(C(=N1)OC)=C(C(=C2)F)C=2C=CC1=C(N(N=N1)[C@H](CF)C)C2)S(=O)(=O)C)F N-((R)-3,3-difluoro-1-(methylsulfonyl)piperidin-4-yl)-6-fluoro-5-(1-((S)-1-fluoropropan-2-yl)-1H-benzo[d][1,2,3]triazol-6-yl)-4-methoxypyrrolo[2,1-f][1,2,4]triazin-2-amine